methyl 7-[5-chloranyl-2-[2-[6-(2-methoxy-4-pyridyl)-2-methyl-4-oxidanylidene-7,8-dihydro-5H-pyrido[4,3-d]pyrimidin-3-yl]ethoxy]phenyl]-5-methyl-thieno[3,2-b]pyridine-3-carboxylate ClC=1C=CC(=C(C1)C1=C2C(=NC(=C1)C)C(=CS2)C(=O)OC)OCCN2C(=NC1=C(C2=O)CN(CC1)C1=CC(=NC=C1)OC)C